2-[4-[5-cyano-6-[(2S)-2-methylazetidin-1-yl]-4-(trifluoromethyl)-2-pyridinyl]pyrazol-1-yl]-N,N-bis(2-hydroxyethyl)acetamide C(#N)C=1C(=CC(=NC1N1[C@H](CC1)C)C=1C=NN(C1)CC(=O)N(CCO)CCO)C(F)(F)F